Pyridine-2,2-d2 N1C(C=CC=C1)([2H])[2H]